6-(4-((4-(4-((2,6-dioxopiperidin-3-yl)amino)phenyl)piperidin-1-yl)methyl)piperidin-1-yl)pyridin O=C1NC(CCC1NC1=CC=C(C=C1)C1CCN(CC1)CC1CCN(CC1)C1=CC=CC=N1)=O